6-((1R,4R)-5-(2-(1-(3,4-difluorophenyl)cyclopropoxy)acetyl)-2,5-diazabicyclo[2.2.2]octan-2-yl)nicotinonitrile FC=1C=C(C=CC1F)C1(CC1)OCC(=O)N1[C@H]2CN([C@@H](C1)CC2)C2=NC=C(C#N)C=C2